C(C)N(CC)[Si](OC1=CC=CC=C1)(OC1=CC=CC=C1)OC1=CC=CC=C1 diethylaminotriphenoxysilane